7-(3-(6-methoxy-4-methylpyridin-3-yl)-7,8-dihydro-1,6-naphthyridin-6(5H)-yl)-2-(methoxymethyl)-8,9-dimethyl-4H-pyrimido[1,2-b]pyridazin-4-one COC1=CC(=C(C=N1)C=1C=NC=2CCN(CC2C1)C=1C(=C(C=2N(N1)C(C=C(N2)COC)=O)C)C)C